6-ethylquinoline C(C)C=1C=C2C=CC=NC2=CC1